C(C)(C)(C)OC(=O)N1C[C@@](CCC1)(F)C=1OC2=C(N1)C=C(C=C2)C2=NC=NC(=C2)Cl (R)-3-(5-(6-chloropyrimidin-4-yl)benzo[d]Oxazol-2-yl)-3-fluoropiperidine-1-carboxylic acid tert-butyl ester